CN1C(=NN=C1)S[C@@H](C)C1=CC(=NC=C1)NC(C1=NC(=CC=C1)C(F)(F)F)=O (S)-N-(4-(1-((4-methyl-4H-1,2,4-triazol-3-yl)thio)ethyl)pyridin-2-yl)-6-(trifluoromethyl)picolinamide